1-[3-acetyl-6-[6-[(6-methylpyridazin-3-yl)amino]benzimidazol-1-yl]-2-pyridyl]-3-methyl-pyrrolidine-3-carbonitrile C(C)(=O)C=1C(=NC(=CC1)N1C=NC2=C1C=C(C=C2)NC=2N=NC(=CC2)C)N2CC(CC2)(C#N)C